The molecule is a branched amino hexasaccharide consisting of the tetrasaccharide beta-D-galactosyl-(1->4)-N-acetyl-beta-D-glucosaminyl-(1->3)-beta-D-galactosyl-(1->4)-N-acetyl-D-glucosamine having an alpha-N-acetylneuraminyl residue attached at the 3-position of the galactosyl residue at the non-reducing end and an alpha-L-fucosyl residue attached at the 3-position of the N-acetyl-D-glucosaminyl residue at the reducing end. It has a role as an epitope. It is an amino hexasaccharide and a glucosamine oligosaccharide. C[C@H]1[C@H]([C@H]([C@@H]([C@@H](O1)O[C@H]2[C@@H]([C@H](OC([C@@H]2NC(=O)C)O)CO)O[C@H]3[C@@H]([C@H]([C@H]([C@H](O3)CO)O)O[C@H]4[C@@H]([C@H]([C@@H]([C@H](O4)CO)O[C@H]5[C@@H]([C@H]([C@H]([C@H](O5)CO)O)O[C@@]6(C[C@@H]([C@H]([C@@H](O6)[C@@H]([C@@H](CO)O)O)NC(=O)C)O)C(=O)O)O)O)NC(=O)C)O)O)O)O